5-chloro-4-iodo-2-((tetrahydro-2H-pyran-4-yl)oxy)pyridine ClC=1C(=CC(=NC1)OC1CCOCC1)I